4,4'-dibromo-octafluoro-biphenyl BrC1=C(C(=C(C(=C1F)F)C1=C(C(=C(C(=C1F)F)Br)F)F)F)F